CC1(NC(CC(C1)OC1=CC=C(N=N1)C=1C(=CC2=CC=CC=C2C1)O)(C)C)C 3-(6-((2,2,6,6-tetramethylpiperidin-4-yl)oxy)pyridazin-3-yl)naphthalen-2-ol